ClC1=CC(=NC(=C1O)Cl)C(=O)NC1=CSC=2N=CN(C(C21)=O)CC2=C(C=CC=C2)OC(F)(F)F 4,6-dichloro-5-hydroxy-N-(4-oxo-3-(2-(trifluoromethoxy)benzyl)-3,4-dihydrothieno[2,3-d]pyrimidin-5-yl)picolinamide